C12(CC3CC(CC(C1)C3)C2)NCCCCCCCC#CC2=C3CN(C(C3=CC=C2)=O)C2C(NC(CC2)=O)=O 3-(4-(9-((adamantan-1-yl)amino)non-1-yn-1-yl)-1-oxoisoindolin-2-yl)piperidine-2,6-dione